N[SnH2]N diazastannane